(1-(6-(1-methyl-1H-pyrazol-4-yl)pyrazolo[1,5-a]pyrazin-4-yl)azepan-4-yl)methylamine dihydrochloride Cl.Cl.CN1N=CC(=C1)C=1N=C(C=2N(C1)N=CC2)N2CCC(CCC2)CN